1-[3-(4-Bromo-2-methyl-2H-pyrazol-3-yl)-4-(3-dimethylamino-propoxy)-phenyl]-3-(4-chloro-3-hydroxy-phenyl)-urea BrC1=C(N(N=C1)C)C=1C=C(C=CC1OCCCN(C)C)NC(=O)NC1=CC(=C(C=C1)Cl)O